C(C)OC=1C=C(C=CC1C=1NC(C2=C(N1)NN=N2)=O)C2=CC(=C(C=C2)O)CCC(=O)O 3-(3'-ethoxy-4-hydroxy-4'-(7-oxo-6,7-dihydro-3H-[1,2,3]triazolo[4,5-d]pyrimidin-5-yl)-[1,1'-biphenyl]-3-yl)propionic acid